C[C@@H]1O[C@@H](CN(C1)C1CCN(CC1)C1=C(C=C(C(=C1)OC)NC1=NC=NC(=C1)N1OCC[C@@H]1C1=CC(=CC=C1)C#C)NC(C=C)=O)C N-(2-(4-((2S,6R)-2,6-dimethylmorpholino)piperidine-1-yl)-5-((6-((R)-3-(3-ethynylphenyl)isoxazolidine-2-yl)pyrimidine-4-yl)amino)-4-methoxyphenyl)acrylamide